ClC=1C=C(C=C(C1)Cl)C=1OC2=C(N1)C=CC(=C2)C(=O)O[C@@H](CN(C)C)C |o1:20| (R*)-1-(dimethylamino)propan-2-yl 2-(3,5-dichlorophenyl)benzo[d]oxazole-6-carboxylate